COC1=CC=C2C(=N1)C(=CN2)CCN 2-(5-methoxy-1H-pyrrolo[3,2-b]pyridin-3-yl)ethan-1-amine